COCCO[C@@H]1CC[C@H](CC1)NC(=O)C1=NC(=NC=2CCCCC12)C1=CN=CS1 N-[(trans)-4-(2-methoxyethoxy)cyclohexyl]-2-(1,3-thiazol-5-yl)-5,6,7,8-tetrahydroquinazoline-4-carboxamide